tert-butyl (1S,5S,6S)-6-(1H-1,2,4-triazol-1-yl)-3,8-diazabicyclo[3.2.1]octane-8-carboxylate N1(N=CN=C1)[C@@H]1[C@@H]2CNC[C@H](C1)N2C(=O)OC(C)(C)C